C(C)C=1C=C(C=CC1O)NC(C#N)(C)C 2-((3-ethyl-4-hydroxyphenyl)amino)-2-methylpropanenitrile